C(C1=CC=CC=C1)N(C=1C2=C(N=CN1)NC(=C2)C=2C=CC(=C(CNCCN(C)C)C2)F)C N1-(5-(4-(Benzyl(methyl)amino)-7H-pyrrolo[2,3-d]pyrimidin-6-yl)-2-fluorobenzyl)-N2,N2-dimethylethane-1,2-diamine